6-(4-(4-fluorophenyl)-1-methyl-1H-imidazol-5-yl)imidazo[1,2-b]pyridazine-3-carbonitrile FC1=CC=C(C=C1)C=1N=CN(C1C=1C=CC=2N(N1)C(=CN2)C#N)C